C(#N)C1=CC(=C(COC2=CC=CC(=N2)N2CCN(CC2)CC2=NC3=C(N2C[C@@H]2S(CC2)(=O)=O)C=C(C=C3)C(=O)O)C=C1)F (R)-2-((4-(6-((4-cyano-2-fluorobenzyl)oxy)pyridin-2-yl)piperazin-1-yl)methyl)-1-((1,1-dioxidothietan-2-yl)methyl)-1H-benzo[d]imidazole-6-carboxylic acid